FC(OC1=NC(=NN2C1=C(C=C2)C=2C=C1C=CC=NC1=CC2)NC2CCC(CC2)(O)C)F (1s,4s)-4-((4-(difluoromethoxy)-5-(quinolin-6-yl)pyrrolo[2,1-f][1,2,4]triazin-2-yl)amino)-1-methylcyclohexan-1-ol